P(=O)(O)(O)O.C(=CC1=CC=CC=C1)C=1C(=C(C=CC1)OC1=C(C(=CC=C1)C=CC1=CC=CC=C1)C=CC1=CC=CC=C1)C=CC1=CC=CC=C1 distyrylphenyl ether phosphate